1-methyl-4-[rac-(3S)-3-methyl-2,3,4,5-tetrahydropyridin-6-yl]indazole CN1N=CC2=C(C=CC=C12)C=1CC[C@@H](CN1)C |r|